(1r,2'R,4R)-4-(3-bromoanilino)-2'-(4-methoxyphenyl)-2',3'-dihydrospiro[cyclohexane-1,1'-indene]-4-carboxylic acid BrC=1C=C(NC2(CCC3([C@H](CC4=CC=CC=C34)C3=CC=C(C=C3)OC)CC2)C(=O)O)C=CC1